2-[2-[[5-[(3R)-3-aminopyrrolidin-1-yl]-1,3-benzothiazol-2-yl]methylcarbamoyl]indan-2-yl]acetic acid N[C@H]1CN(CC1)C=1C=CC2=C(N=C(S2)CNC(=O)C2(CC3=CC=CC=C3C2)CC(=O)O)C1